6-[5-carboxypentyl(ethyl)amino]-1,1-dimethyl-3-oxo-2H-xanthen-4-sulfonat C(=O)(O)CCCCCN(C=1C=C2OC3=C(C(CC(C3=CC2=CC1)(C)C)=O)S(=O)(=O)[O-])CC